OCC1CC(CCC1)C(=O)OCC1=CC=CC=C1 benzyl 3-(hydroxymethyl)cyclohexanecarboxylate